ethylene glycol di(3-mercaptobutyrate) SC(CC(=O)OCCOC(CC(C)S)=O)C